2-methyl-N-(5-(trifluoromethyl)-1-(4-(trifluoromethyl)benzyl)-1H-indazol-3-yl)furan-3-carboxamide CC=1OC=CC1C(=O)NC1=NN(C2=CC=C(C=C12)C(F)(F)F)CC1=CC=C(C=C1)C(F)(F)F